S1C=NC=C1CC(=O)N1CC2=CC=CC(=C2CC1)NC1=CC=C(C=C1)C(F)(F)F 2-(1,3-thiazol-5-yl)-1-(5-{[4-(trifluoromethyl)phenyl]amino}-1,2,3,4-tetrahydroisoquinolin-2-yl)ethan-1-one